N-(3-(2-chloro-5-fluorophenyl)-1-oxo-2,3-dihydro-1H-pyrrolo[3,4-f]quinolin-4-yl)spiro[cyclopropane-1,3'-indoline]-1'-carboxamide ClC1=C(C=C(C=C1)F)C1NC(C2=C3C=CC=NC3=CC(=C21)NC(=O)N2CC1(C3=CC=CC=C23)CC1)=O